6-methyl-5-(1-morpholinoethyl)-1-(3-methoxyphenyl)indolizine-7-carboxylic acid CC1=C(N2C=CC(=C2C=C1C(=O)O)C1=CC(=CC=C1)OC)C(C)N1CCOCC1